C(C1=CC=CC=C1)C=1C=NN(C1)C(=O)N[C@@H]1C(N(C2=C(OC1)C=CC(=C2)C#CC2(COC2)O)C)=O (S)-4-Benzyl-N-(7-((3-hydroxyoxetan-3-yl)ethynyl)-5-methyl-4-oxo-2,3,4,5-tetrahydrobenzo[b][1,4]oxazepin-3-yl)-1H-pyrazole-1-carboxamide